C(=O)(O)C(CC1=CC=C(C=C1)OCCOCCOCC)N1CCN(CCN(CCN(CC1)C(C(=O)O)CO)C(C(=O)O)CO)C(C(=O)O)CO 2,2',2''-{10-[1-carboxy-2-{4-[2-(2-ethoxyethoxy)ethoxy]phenyl}ethyl]-1,4,7,10-tetraazacyclododecane-1,4,7-triyl}tris(3-hydroxypropanoic acid)